(3aS,6S,6aS)-6-(((tert-butyldimethylsilyl)oxy)methyl)-2,2-dimethyltetrahydrofurano[3,4-d][1,3]dioxol-4-ol [Si](C)(C)(C(C)(C)C)OC[C@@H]1OC([C@@H]2[C@H]1OC(O2)(C)C)O